ClC=1C=C(C=C(C1)Cl)C1=NC(=CC(=C1)CN1CCC(CC1)CC(=O)O)OC1=NC=C(N=C1)N1CCNCC1 2-(1-((2-(3,5-dichlorophenyl)-6-((5-(piperazin-1-yl)pyrazin-2-yl)oxy)pyridin-4-yl)methyl)piperidin-4-yl)acetic acid